tert-butyl 3-fluoro-6-(4,4,5,5-tetramethyl-1,3,2-dioxaborolan-2-yl)-3,4-dihydropyridine-1(2H)-carboxylate FC1CN(C(=CC1)B1OC(C(O1)(C)C)(C)C)C(=O)OC(C)(C)C